COC1=CC=C(C=C1)C1(OCCO1)CCC1=CC=CC=C1 1-(2-(4-methoxyphenyl)-1,3-dioxolan-2-yl)-2-phenylethane